C1(CC1)C(=O)C1=CC(=C(COC2=CC=CC(=N2)N2C[C@@H](N(CC2)CC2=NC3=C(N2C[C@H]2OCC2)C=C(C=C3)C(=O)O)C)C=C1)C 2-(((S)-4-(6-((4-(cyclopropanecarbonyl)-2-methylbenzyl)oxy)pyridin-2-yl)-2-methylpiperazin-1-yl)methyl)-1-(((S)-oxetan-2-yl)methyl)-1H-benzo[d]imidazole-6-carboxylic acid